CC(C)(S(=O)(=O)C)C=1OC(=CN1)C(=O)O 2-(1-methyl-1-methanesulfonylethyl)oxazole-5-carboxylic acid